C(C)O[C@H]1CC[C@@H](C2=CC=CC=C12)NCC[C@]1(CCOC2(CCCC2)C1)C1=NC=CC=C1 (1S,4S)-4-ethoxy-N-(2-((R)-9-(pyridin-2-yl)-6-oxaspiro[4.5]decane-9-yl)ethyl)-1,2,3,4-tetrahydronaphthalene-1-amine